diphenyl-(3'-(trifluoromethyl)-[1,1'-biphenyl]-2-yl)phosphine C1(=CC=CC=C1)P(C1=C(C=CC=C1)C1=CC(=CC=C1)C(F)(F)F)C1=CC=CC=C1